N=1C=NN2C1C(=CC=C2)C#CC[C@H]2C[C@@H]1N(CCN(C1)C(=O)OC(C)(C)C)C2=O tert-butyl (7S,8aS)-7-(3-([1,2,4]triazolo[1,5-a]pyridin-8-yl) prop-2-yn-1-yl)-6-oxohexahydropyrrolo[1,2-a]pyrazine-2(1H)-carboxylate